C(C)(C)C1=C(C(=CC=C1)C(C)C)O 2,6-di-isopropyl-phenol